6-(5-bicyclo[2.2.1]hept-2-enylmethyl)-N-[6-(2,4-dimethylpyrazol-3-yl)pyridazin-3-yl]-6-azaspiro[2.5]octane-2-carboxamide C12C=CC(C(C1)CN1CCC3(C(C3)C(=O)NC=3N=NC(=CC3)C=3N(N=CC3C)C)CC1)C2